N'-(2-ethyl-5-fluoro-4-hydroxy-phenyl)-6-(6-methoxy-4-methyl-3-pyridyl)-4-[[(3R)-tetrahydrofuran-3-yl]amino]pyrrolo[1,2-b]pyridazine-3-carboxamidine C(C)C1=C(C=C(C(=C1)O)F)N=C(N)C1=C(C=2N(N=C1)C=C(C2)C=2C=NC(=CC2C)OC)N[C@H]2COCC2